4-((2,5-dimethyl-4,5-dihydro-2H-[1,2,3]triazolo[4,5-c][1,7]naphthyridin-6-yl)amino)-N-(methyl-d3)nicotinamide CN1N=C2C(CN(C=3C(=NC=CC23)NC2=CC=NC=C2C(=O)NC([2H])([2H])[2H])C)=N1